ClC1=CC(=C(C=C1C#N)NS(=O)(=O)C=1C=C(C(=O)O)C=CC1C1CC1)OCC1CCCC1 3-(N-(4-chloro-5-cyano-2-(cyclopentylmethoxy)phenyl)sulfamoyl)-4-cyclopropylbenzoic acid